C[C@](N)(CC(N)=O)C(=O)O α-Methyl-L-Asparagine